O\N=C(\N)/C12CCC(CC1)(CC2)C(=O)OC methyl (E)-4-(N'-hydroxycarbamimidoyl)bicyclo[2.2.2]octane-1-carboxylate